COC([C@@H]1[C@H]([C@@H]([C@H]([C@@H](O)O1)O)O)O)=O alpha-D-glucuronic acid methyl ester